C(C\C=C/CCCCCCCC\C=C/CCCC)C(OCC1=CC=CC=C1)OC(CC\C=C/CCCCCCCC\C=C/CCCC)OCC1=CC=CC=C1 (3Z,13Z)-3,13-octadecadienylbenzyloxymethyl ether